methyl (E)-6-methoxy-2-(prop-1-en-1-yl)nicotinate COC1=NC(=C(C(=O)OC)C=C1)\C=C\C